FC(OC1=CC=C(C=C1)C=1N=C(NC1)CC1(COC1)N)(F)F 3-((4-(4-(trifluoromethoxy)phenyl)-1H-imidazol-2-yl)methyl)oxetan-3-amine